6,7-dimethoxy-1,2,3,4-tetrahydrobenzofuran COC=1C(=C2C(CCO2)CC1)OC